C(=O)(O)N1C=2C=CC1=CC=1C=CC(=CC3=C(C(=C(N3C(=O)O)C=C3C=CC(C2)=N3)C3=CC=CC=C3)Cl)N1 dicarboxyl-chlorophenyl-porphine